N1C=C(C2=CC=CC=C12)C=1C(NC(C1NC1=CC=CC=C1)=O)=O 3-(1H-Indol-3-yl)-4-phenylamino-pyrrole-2,5-dione